N1CC(CC1)C(=O)OC1C=2C3=C(COC2CCC1)C=CC=C3 tetrahydro-benzo[c]chromen-1-yl pyrrolidine-3-carboxylate